CC12C3C(N(C(C3C(C(=C1C1=CC=CC=C1)C1=CC=CC=C1)(C2=O)C)=O)CCNC(OC(C)(C)C)=O)=O tert-Butyl (2-(4,7-dimethyl-1,3,8-trioxo-5,6-diphenyl-3a,4,7,7a-tetrahydro-1H-4,7-methanoisoindol-2(2H)-yl)ethyl)carbamate